6-[(N,N-dimethylamino)methyl]-7-hydroxy-3-(4-methoxyphenyl)-8-methyl-4H-chromen-4-one CN(C)CC=1C=C2C(C(=COC2=C(C1O)C)C1=CC=C(C=C1)OC)=O